(dimethylamino)phosphonium hexafluorophosphate F[P-](F)(F)(F)(F)F.CN(C)[PH3+]